ethyl (salicylate) carbonate C(O)(O)=O.C(C=1C(O)=CC=CC1)(=O)OCC